CC1(OB(OC1(C)C)C1=CC=C(C=C1)C=1C2=CC=CC=C2C=2C=CC=CC2C1)C 4,4,5,5-tetramethyl-2-{4-(phenanthren-9-yl)phenyl}-1,3,2-Dioxaborolane